ClC1=C(C(=C(C(=C1)OC)C)[N+](=O)[O-])C 1-chloro-5-methoxy-2,4-dimethyl-3-nitrobenzene